O[C@@H]1CN(CC[C@H]1[C@@H]1N2C(C3=CC=CC=C13)=CN=C2)CC#N 2-((3S,4S)-3-Hydroxy-4-((S)-5H-imidazo[5,1-a]isoindol-5-yl)piperidin-1-yl)acetonitril